CC1(CN(CCC1)CC1=CC(=NC=C1)C=1C=C2CN(C(C2=CC1)=O)C1C(NC(CC1)=O)=O)C 3-(5-(4-((3,3-dimethylpiperidin-1-yl)methyl)pyridin-2-yl)-1-oxoisoindolin-2-yl)piperidine-2,6-dione